pyridin-3-ylcarbamic acid 1-((5-fluoro-2-(2-methoxy-7-methylquinoxalin-5-yl) benzo[d]thiazol-6-yl) oxy)-3-methoxypropan-2-yl ester FC=1C(=CC2=C(N=C(S2)C2=C3N=CC(=NC3=CC(=C2)C)OC)C1)OCC(COC)OC(NC=1C=NC=CC1)=O